lanthanum tris(N,N-diisopropylformamidine) C(C)(C)N(C=N)C(C)C.C(C)(C)N(C=N)C(C)C.C(C)(C)N(C=N)C(C)C.[La]